2-carbamoyl-4-((2S,3S,4R,5S)-3-(3,4-difluoro-2-methoxyphenyl)-4,5-dimethyl-5-(trifluoromethyl)tetrahydrofuran-2-carboxamido)pyridine 1-oxide C(N)(=O)C1=[N+](C=CC(=C1)NC(=O)[C@H]1O[C@@]([C@@H]([C@H]1C1=C(C(=C(C=C1)F)F)OC)C)(C(F)(F)F)C)[O-]